Cl.BrCCCN(C)C 3-bromo-N,N-dimethyl-1-propylamine hydrochloride